NC=1C(=NC(=CN1)C1=CC=C(C=C1)C)C(=O)NC1=CC=C(C=C1)S(NC1COC1)(=O)=O 3-amino-N-(4-(N-oxetan-3-ylsulfamoyl)phenyl)-6-p-tolylpyrazine-2-carboxamide